decdiene C=CC=CCCCCCC